7-bromo-8-cyclopropyloxy-6-methoxy-2-((((S)-1-methylpyrrolidin-2-yl)methoxy)quinazolin-4-yl)-3-methylpiperazine-1-carboxylic acid BrC1=CC=C2C(=NC(=NC2=C1OC1CC1)OC[C@H]1N(CCC1)C)C1N(C(CNC1C)OC)C(=O)O